3,5,6-trihydroxy-7-(3-hydroxy-3-methylbutan-1-en-1-yl)-2-(hydroxymethyl)-2-methyl-3,4-dihydronaphthalen-1(2H)-one OC1C(C(C2=CC(=C(C(=C2C1)O)O)C=CC(C)(C)O)=O)(C)CO